NC1=NC(=C(C=C1C=1C=C2CCNC(C2=CC1)=O)C=1C=C2CCC3(CCN(CC3)C(C)C)OC2=CC1)F 6-(2-amino-6-fluoro-5-(1'-isopropylspiro[chromane-2,4'-piperidin]-6-yl)pyridin-3-yl)-3,4-dihydroisoquinolin-1(2H)-one